7-oxo-7-(pentadecan-8-yloxy)heptanoic Acid O=C(CCCCCC(=O)O)OC(CCCCCCC)CCCCCCC